Cyanogen chlorid N#CCl